BrC=1C(=NC(=NC1)Cl)NC1=C(C2=CC=CC=C2C=C1)P(C)C (2-((5-bromo-2-chloropyrimidin-4-yl)amino)naphthalen-1-yl)dimethylphosphine